ClC1=C(C=CC=C1F)C1=CC=C(N=N1)NC1C2CN(CC12)CC1CCOCC1 trans-N-[6-(2-chloro-3-fluoro-phenyl)pyridazin-3-yl]-3-(tetrahydropyran-4-ylmethyl)-3-azabicyclo[3.1.0]hexane-6-amine